tert-butyl 5-[1-oxo-2-(prop-2-enoyl)-2,3-dihydro-1H-isoindol-4-yl]-3-(pyridin-3-yl)-1H-indazole-1-carboxylate O=C1N(CC2=C(C=CC=C12)C=1C=C2C(=NN(C2=CC1)C(=O)OC(C)(C)C)C=1C=NC=CC1)C(C=C)=O